OCCOCCOCCOCCNC(OC(C)(C)C)=O tert-butyl N-[2-[2-[2-(2-hydroxyethoxy)ethoxy]ethoxy]ethyl]carbamate